ethyl-(R)-5-(6-bromo-1-(2-(2-methoxyphenyl)-2-((tetrahydro-2H-pyran-4-yl)oxy)ethyl)-5-methyl-2,4-dioxo-1,4-dihydrothieno[2,3-d]pyrimidin-3(2H)-yl)nicotinic acid C(C)C1=C(C(=O)O)C=C(C=N1)N1C(N(C2=C(C1=O)C(=C(S2)Br)C)C[C@H](OC2CCOCC2)C2=C(C=CC=C2)OC)=O